2,5,5-trimethyl-3-(phenylimino)cyclohex-1-en-1-yl-glycine CC1=C(CC(CC1=NC1=CC=CC=C1)(C)C)NCC(=O)O